OCC=1N=C(C2=C(N1)N(C(C2(C)C)=O)C=2C=C1C=NN(C1=CC2)C(C)C)NC 2-(Hydroxymethyl)-7-(1-isopropyl-1H-indazol-5-yl)-5,5-dimethyl-4-(methylamino)-5,7-dihydro-6H-pyrrolo[2,3-d]pyrimidin-6-one